N[C@H](C1=NC2=C(N1)C=CC(=C2F)C2(CCN(CC2)C(=O)OC(C)(C)C)C(=O)N2CC(C2)(F)F)C2CCC(CC2)(F)F tert-Butyl 4-{2-[(S)-amino(4,4-difluorocyclohexyl)methyl]-4-fluoro-1H-benzimidazol-5-yl}-4-(3,3-difluoroazetidine-1-carbonyl)piperidine-1-carboxylate